FC(CC(C(=O)N1[C@H](CC[C@@H](C1)C)C=1C=CC2=C(N=C(S2)CCN2CCCC2)C1)=O)(F)F 4,4,4-trifluoro-1-((2R,5S)-5-methyl-2-(2-(2-(pyrrolidin-1-yl)ethyl)benzo[d]thiazol-5-yl)piperidin-1-yl)butane-1,2-dione